9-(6-bromo-4-methyl-3-oxo-3,4-dihydropyrazin-2-yl)-1-(3,4-difluorophenyl)-1,9-diazaspiro[5.5]undecane-2-one BrC1=CN(C(C(=N1)N1CCC2(CCCC(N2C2=CC(=C(C=C2)F)F)=O)CC1)=O)C